(methylsulfanyl)pyrazolo[1,5-a][1,3,5]triazin-4-amine CSC1=NC=2N(C(=N1)N)N=CC2